3,6-Di-tert-butyl-9-{1-[3,5-di-tert-butyl-2-(methoxymethoxy)phenyl]-2-methylprop-1-en-1-yl}-9,9a-dihydro-4aH-fluorene C(C)(C)(C)C=1C=CC2C(C3=CC=C(C=C3C2C1)C(C)(C)C)C(=C(C)C)C1=C(C(=CC(=C1)C(C)(C)C)C(C)(C)C)OCOC